NC1=C(N=C2C(=N1)NC=C2)C(=O)NCC2=[N+](C1=C(N2CC)C=C(C=C1)OC)CC(N)=O 2-[({3-amino-5H-pyrrolo[2,3-b]pyrazin-2-yl}formamido)methyl]3-(carbamoylmethyl)-1-ethyl-6-methoxy-1H-1,3-benzodiazol-3-ium